4-[(3S,4R)-3-fluoro-1-methyl-4-piperidylamino]-2-[5-(aminomethyl)-1,2,4-oxadiazol-3-yl]-1-(2,2,2-trifluoroethyl)indole F[C@H]1CN(CC[C@H]1NC1=C2C=C(N(C2=CC=C1)CC(F)(F)F)C1=NOC(=N1)CN)C